tetrahydrofuran-3-yl pivalate C(C(C)(C)C)(=O)OC1COCC1